(3S,4R)-3-fluoro-1-[4-({8-[(2R,3S)-3-(methanesulfonyl-methyl)-2-methylazetidin-1-yl]-5-(propan-2-yl)isoquinolin-3-yl}amino)pyrimidin-2-yl]-3-methyl-piperidin-4-ol F[C@]1(CN(CC[C@H]1O)C1=NC=CC(=N1)NC=1N=CC2=C(C=CC(=C2C1)C(C)C)N1[C@@H]([C@H](C1)CS(=O)(=O)C)C)C